cyclopropyldihydropyran C1(CC1)C1OC=CCC1